1-bromo-4-fluoro-2-mesyl-benzene BrC1=C(C=C(C=C1)F)S(=O)(=O)C